C(CCCCC(=O)N=C=O)(=O)N=C=O adipic acid, diisocyanate